3-((2-amino-5-bromophenyl)amino)propan-1-ol NC1=C(C=C(C=C1)Br)NCCCO